ClC=1N=C(C2=C(N1)N(C=C2C2=CC=NC=C2)COCC[Si](C)(C)C)N 2-chloro-5-(pyridin-4-yl)-7-((2-(trimethylsilyl)ethoxy)methyl)-7H-pyrrolo[2,3-d]pyrimidin-4-amine